COC1=C(C=CC(=C1)O[C@@H](C)C1=CC=CC=C1)B1OC(C)(C)C(C)(C)O1 (S)-(2-methoxy-4-(1-phenylethoxy)phenyl)boronic acid pinacol ester